3-Fluoro-N-(2-(furan-2-yl)-5-((methylamino)methyl)phenyl)benzenesulfonamide FC=1C=C(C=CC1)S(=O)(=O)NC1=C(C=CC(=C1)CNC)C=1OC=CC1